O=CCCN(C(OCC1=CC=CC=C1)=O)CCC1=CC(=CC=C1)OC1=CC=CC=C1 benzyl (3-oxopropyl)(3-phenoxyphenethyl)carbamate